N-[5-[6-[(4-chloro-3-methoxy-phenyl)-methyl-carbamoyl]imidazo[1,2-a]pyridin-3-yl]-2-pyridinyl]carbamic acid methyl ester COC(NC1=NC=C(C=C1)C1=CN=C2N1C=C(C=C2)C(N(C)C2=CC(=C(C=C2)Cl)OC)=O)=O